C1(=C(C(=C(C(=C1[2H])[2H])[2H])[2H])[2H])COC(/C(/C)=N/N(C)C1=C(C=C(C=C1)CCO)Br)=O.C(C)(=O)C1=CC=CC=C1 acetophenone (phenyl-d5)methyl-(E)-2-(2-(2-bromo-4-(2-hydroxyethyl)phenyl)-2-methylhydrazono)propanoate